triisopropyl((5,6,7,8-tetrahydronaphthalen-2-yl)oxy)silane C(C)(C)[Si](OC1=CC=2CCCCC2C=C1)(C(C)C)C(C)C